[Ca+2].P([O-])([O-])([O-])=O.P([O-])([O-])([O-])=O.[Ca+2].[Ca+2] phosphoric acid, calcium salt